COC(=O)C1=NC(=CC(=C1Cl)NC(C)=O)C1=CC(=C(C=C1)[Si](C)(C)C)F 4-acetamido-3-chloro-6-(3-fluoro-4-(trimethylsilyl)phenyl)-pyridine-2-carboxylic acid methyl ester